5-(2-(5-chloro-2-fluorophenyl)pyrrolidin-1-yl)pyrazolo[1,5-a]pyrimidine-3-carboxylic acid ClC=1C=CC(=C(C1)C1N(CCC1)C1=NC=2N(C=C1)N=CC2C(=O)O)F